(R)-N-(1-(3-amino-5-(trifluoromethyl)phenyl)ethyl)-3-(4-ethylpiperazin-1-yl)-8-fluoropyrido[2,3-d]pyridazin-5-amine NC=1C=C(C=C(C1)C(F)(F)F)[C@@H](C)NC1=C2C(=C(N=N1)F)N=CC(=C2)N2CCN(CC2)CC